C(C)(C)(C)OC(=O)N1CCN(CC1)C=1C=NC(=CC1)C(C)(C)O 4-(6-(2-hydroxypropan-2-yl)pyridin-3-yl)piperazine-1-carboxylic acid tert-butyl ester